NC1=NC=C(C=C1OCC=1C=C(C=CC1)NC(C1=CN=CC(=C1)F)=O)Cl N-(3-(((2-amino-5-chloropyridin-3-yl)oxy)methyl)phenyl)-5-fluoro-nicotinamide